(2R,3S,4S)-2-[(4-chlorophenyl)methyl]-4-hydroxypyrrolidin-3-yl N-[(3R)-oxolan-3-ylmethyl]carbamate O1C[C@H](CC1)CNC(O[C@H]1[C@H](NC[C@@H]1O)CC1=CC=C(C=C1)Cl)=O